4-oxobut-2-yn-1-yl 2-hydroxypropanoate OC(C(=O)OCC#CC=O)C